CCCCCCCC/C=C\C/C=C\C/C=C\CCCC(=O)O[C@H](COC(=O)CCCCCCC/C=C\CCCCCC)COP(=O)([O-])OCC[N+](C)(C)C 1-(9Z-hexadecenoyl)-2-(5Z,8Z,11Z-eicosatrienoyl)-sn-glycero-3-phosphocholine